(1-(3,4-dimethyl-2-(p-tolyl)-2H-pyrazolo[3,4-d]pyridazin-7-yl)piperidin-4-yl)(3-(morpholinomethyl)pyrrolidin-1-yl)methanone CC=1N(N=C2C(=NN=C(C21)C)N2CCC(CC2)C(=O)N2CC(CC2)CN2CCOCC2)C2=CC=C(C=C2)C